ClC1=CC=C(C(=N1)C(=O)O)C(F)F 6-chloro-3-(difluoromethyl)picolinic acid